C(C)(C)(C)C(C(=O)OO)(C)C.C(C(C)C)(=O)OOC(C)(C)C t-butyl Peroxyisobutyrate (t-butylperoxyisobutyrate)